C(C)(C)(C)OC(=O)NCC1CCNCC1 4-tert-Butyloxycarbonylaminomethylpiperidine